1-cyclobutyl-N-((R)-1-(3-(difluoromethyl)-2-fluorophenyl)ethyl)-4-(((1R,5s,8s)-3-methyl-3-azabicyclo[3.2.1]oct-8-yl)amino)-6-oxo-1,6-dihydropyridine-3-carboxamide C1(CCC1)N1C=C(C(=CC1=O)NC1[C@H]2CN(C[C@@H]1CC2)C)C(=O)N[C@H](C)C2=C(C(=CC=C2)C(F)F)F